C(C(C)(C)C)(=O)OC methyl neopentanoate